2-(4,5-dichloro-6-oxopyridazin-1(6H)-yl)-N-(4-(4-ethylpiperazin-1-yl)-2-methylphenyl)acetamide ClC=1C=NN(C(C1Cl)=O)CC(=O)NC1=C(C=C(C=C1)N1CCN(CC1)CC)C